NCCOCCOCCOCCOCCNC=1C(=C(C(=O)NC=2SC(=CN2)C)C=CC1)C ((14-amino-3,6,9,12-tetraoxatetradecyl)amino)-2-methyl-N-(5-methylthiazol-2-yl)benzamide